ClCC(=O)N(CC1=C(C=CC=C1)C)C1=CC(=CC(=C1)C)C 2-chloro-N-(3,5-dimethylphenyl)-N-(o-tolylmethyl)acetamide